C(C)P(=O)=C(O)C[N+](C)(C)C ethylphosphoryl-choline